CC=1C=C(OCCN2C3=C(N=C4C(NC(N=C24)=O)=O)C=C(C=C3)C(F)(F)F)C=CC1 10-[2-(3-methylphenoxy)ethyl]-7-(trifluoromethyl)-2H,3H,4H,10H-benzo[g]pteridine-2,4-dione